ClC1=C2C=CN(C2=C(C=C1)C(=O)OC)CC1=CC(=C(C=C1)C1CCC1)F Methyl 4-chloro-1-(4-cyclobutyl-3-fluorobenzyl)-1H-indole-7-carboxylate